CC1=NOC(=C1C1=CC=2C(=NC=C(C2)C(=O)NC=2C(=NC=C(C2)NC(CN2[C@H](CCC2)C)=O)C)N1)C (S)-2-(3,5-dimethylisoxazol-4-yl)-N-(2-methyl-5-(2-(2-methylpyrrolidin-1-yl)acetamido)pyridin-3-yl)-1H-pyrrolo[2,3-b]pyridine-5-carboxamide